C(C)(C)(C)OC(N[C@H](C(NC1=CC=C(C=C1)C1=CC=C(C=C1)OC(F)(F)F)=O)CCC)=O (S)-tert-butyl(1-oxo-1-((4'-(trifluoromethoxy)-[1,1'-biphenyl]-4-yl)amino)pentan-2-yl)carbamate